Amino-4-naphthalenesulfonic acid NC1=CC=C(C2=CC=CC=C12)S(=O)(=O)O